N-(1-(6-chloro-7-(8-ethynyl-7-fluoro-3-hydroxynaphthalen-1-yl)-8-fluoro-2-((tetrahydro-1H-pyrrolizin-7a(5H)-yl)methoxy)quinazolin-4-yl)-4-cyano-4-methylazepan-3-yl)-N-methylacrylamide ClC=1C=C2C(=NC(=NC2=C(C1C1=CC(=CC2=CC=C(C(=C12)C#C)F)O)F)OCC12CCCN2CCC1)N1CC(C(CCC1)(C)C#N)N(C(C=C)=O)C